7-hydroxy-8-(3-methyl-6-(prop-1-en-2-yl)cyclohex-2-en-1-yl)-5-pentyl-2,2-diphenyl-4H-benzo[d][1,3]dioxin-4-one OC=1C=C(C2=C(OC(OC2=O)(C2=CC=CC=C2)C2=CC=CC=C2)C1C1C=C(CCC1C(=C)C)C)CCCCC